(3-cyclopropyl-2-oxo-4-piperazin-1-yl-benzimidazol-1-yl)piperidine-2,6-dione C1(CC1)N1C(N(C2=C1C(=CC=C2)N2CCNCC2)N2C(CCCC2=O)=O)=O